p-phenyl-phthalamide C1(=CC=CC=C1)C=1C=C(C(C(=O)N)=CC1)C(=O)N